O[C@@H]1CC(CC[C@H]1C)NC1=NC(=NC=C1C#N)NC1(CC1)C 4-((3R,4R)-3-hydroxy-4-methylcyclohexylamino)-2-(1-methylcyclopropylamino)pyrimidine-5-carbonitrile